6-((1s,4r)-4-(1-methyl-3-(trifluoromethyl)-1H-pyrazol-5-yl)cyclohexyl)-2-thia-6-azaspiro[3.4]octane 2,2-dioxide CN1N=C(C=C1C1CCC(CC1)N1CC2(CS(C2)(=O)=O)CC1)C(F)(F)F